1-{[(4,5,6,7,8,9-hexahydrocyclooct[b]thiophen-2-ylcarbonyl)amino]methyl}cyclopentanecarboxylic acid S1C2=C(C=C1C(=O)NCC1(CCCC1)C(=O)O)CCCCCC2